FC(=C(C(C(C(=C(F)F)F)(F)F)(F)F)F)F decafluoro-1,5-hexadiene